methyl (Z)-5-(2-cyano-3-(diethylamino)-1-hydroxy-3-oxoprop-1-en-1-yl)-2-hydroxy-3-methoxybenzoate C(#N)/C(=C(/O)\C=1C=C(C(=C(C(=O)OC)C1)O)OC)/C(=O)N(CC)CC